BrC1=NC(=CC=C1N1[C@@H](CN(CC1)C(=O)OC(C)(C)C)C)C(NC)=O tert-butyl (3R)-4-[2-bromo-6-(methylcarbamoyl)pyridin-3-yl]-3-methylpiperazine-1-carboxylate